BrC1=CC(=NC(=C1)N(S(=O)(=O)C)S(=O)(=O)C)N1CCN(CC1)C(=O)OC(C)(C)C tert-butyl 4-(4-bromo-6-(N-(methylsulfonyl)methylsulfonamido)pyridin-2-yl)piperazine-1-carboxylate